C1(CC1)CC=1N(N=C2C=CC(=CC12)C1=NC(=NC=C1F)NC1=NC=C(C=C1)CN1CCN(CC1)CC)C 4-(3-(cyclopropylmethyl)-2-methyl-2H-indazol-5-yl)-N-(5-((4-ethylpiperazin-1-yl)methyl)pyridin-2-yl)-5-fluoropyrimidin-2-amine